N-(6-chloro-4-methoxypyridin-3-yl)-3-(2-isopropylphenyl)-1-(2-(sulfamoylamino)ethyl)azetidine-3-carboxamide ClC1=CC(=C(C=N1)NC(=O)C1(CN(C1)CCNS(N)(=O)=O)C1=C(C=CC=C1)C(C)C)OC